2-hydroxyethyln-propyl sulfide OCCSCCC